N1(CCNCC1)CCCCOC1=CC=C2C=CC=NC2=C1 7-(4-(piperazine-1-yl)butoxy)quinolin